C(#N)C1=CC(=C(S1)COC1=NC=CC(=N1)C1=CC(=C(C=C1F)CC=1N(C2=C(N1)C=CC(=C2)C(=O)O)[C@@H]2COCC2(C)C)F)F 2-[[4-[2-[(5-cyano-3-fluoro-2-thienyl)methoxy]pyrimidin-4-yl]-2,5-difluorophenyl]methyl]-3-[(3S)-4,4-dimethyltetrahydrofuran-3-yl]benzimidazole-5-carboxylic acid